ethylidenediphenol C(C)(C1=C(C=CC=C1)O)C1=C(C=CC=C1)O